C(C)(C)C1=NOC(=N1)C1CCN(CC1)C1=NN2C(S1)=NC(=C2)C2=CC=C(C=C2)C(=O)N2CCOCC2 (4-(2-(4-(3-isopropyl-1,2,4-oxadiazol-5-yl)piperidin-1-yl)imidazo[2,1-b][1,3,4]thiadiazol-6-yl)phenyl)(morpholino)methanone